C(C)(=O)C1=NN(C2=CC=CC=C12)CC(=O)N1[C@@H]2C[C@@]2(C[C@H]1C(=O)NC1=NC(=CC=C1C)Br)C (1R,3S,5R)-2-(2-(3-acetyl-1H-indazol-1-yl)acetyl)-N-(6-bromo-3-methylpyridin-2-yl)-5-methyl-2-azabicyclo[3.1.0]hexane-3-carboxamide